3-Phospholine P1CC=CC1